CC=1C=C(C=C(C1)NC(C=C)=O)C=1C=C2C(=NNC2=CC1)C(=O)NC1CCN(CC1)C 5-[3-methyl-5-(prop-2-enamido)phenyl]-N-(1-methylpiperidin-4-yl)-1H-indazole-3-carboxamide